tert-Butyl 2-(3-amino-4-fluorobenzyl)-5-oxopyrrolidine-1-carboxylate NC=1C=C(CC2N(C(CC2)=O)C(=O)OC(C)(C)C)C=CC1F